C(CCCCCCCCCCCCCCC)(=O)OCCCCCCCCCCCCCCCC palmityl palmitate